N[C@H]1C[C@@H](OC[C@@H]1O)C(=O)N1[C@H](C2=CC=CC=C2CC1)C1=CC=C(C=C1)F ((2r,4S,5r)-4-amino-5-hydroxytetrahydro-2H-pyran-2-yl)((S)-1-(4-fluorophenyl)-3,4-dihydroisoquinolin-2(1H)-yl)methanone